C[C@H]1[C@@H]2CCC=3[C@@H]4CC[C@H]([C@@H](CCC=C(C)C)C)[C@]4(CCC3[C@]2(CC[C@@H]1O)C)C 4α-methyl-5α-cholesta-8(9),24-dien-3β-ol